3-amino-3-hydroxy-propane-1,1-diphosphonic acid NC(CC(P(O)(=O)O)P(O)(=O)O)O